4-Deoxypyridoxine 5'-phosphate CC1=C(C(=NC=C1COP(=O)(O)O)C)O